C1(CC=CC=C1)(C)C(=O)[O-] 1-toluate